1-methylphospholen-1-oxide CP1(C=CCC1)=O